C1(CC1)C1=NC=2N(C=C1OC)N=CC2C2=NC(=NC=C2F)N[C@H]2CN(CC[C@@H]2F)C(=O)OC(C)(C)C (3S,4S)-tert-butyl 3-((4-(5-cyclopropyl-6-methoxypyrazolo[1,5-a]pyrimidin-3-yl)-5-fluoropyrimidin-2-yl)amino)-4-fluoropiperidine-1-carboxylate